Cobalt-Chromium-Aluminum [Al].[Cr].[Co]